2-(2,6-dioxo-3-piperidyl)-5-fluoro-isoindoline-1,3-dione O=C1NC(CCC1N1C(C2=CC=C(C=C2C1=O)F)=O)=O